OC=1C=C2CCN(CC2=CN1)C(C)=O 1-(6-hydroxy-3,4-dihydro-2,7-naphthyridin-2(1H)-yl)ethanone